5-((4-chloro-2-formyl-5-((3'-hydroxy-2,2'-dimethyl-[1,1'-biphenyl]-3-yl)methoxy)phenoxy)methyl)nicotinonitrile ClC1=CC(=C(OCC=2C=NC=C(C#N)C2)C=C1OCC=1C(=C(C=CC1)C1=C(C(=CC=C1)O)C)C)C=O